ClC1=C(C=CC=2N=C(SC21)C2COCC2)C2=CN(C1=NC(=CN=C12)N1C2CC(CC1CC2)NC(OC(C)(C)C)=O)COCC[Si](C)(C)C tert-Butyl N-[endo-8-{7-[7-chloro-2-(oxolan-3-yl)-1,3-benzothiazol-6-yl]-5-{[2-(trimethylsilyl) ethoxy]methyl}-5H-pyrrolo[2,3-b]pyrazin-3-yl}-8-azabicyclo[3.2.1]octan-3-yl]carbamate